zinc sulfate salt S(=O)(=O)([O-])[O-].[Zn+2]